((4S,7R)-4-(benzo[d]thiazol-2-yl)-7-methyl-6,7-dihydro-1H-imidazo[4,5-c]pyridin-5(4H)-yl)(5-(1-methyl-1H-pyrazol-4-yl)-1,3,4-oxadiazol-2-yl)methanone S1C(=NC2=C1C=CC=C2)[C@H]2N(C[C@H](C1=C2N=CN1)C)C(=O)C=1OC(=NN1)C=1C=NN(C1)C